COC=1C=C(C=CC1)N1C(=C2C(N(N=CC2=C1C)C1=CC=C(C(=O)NC)C=C1)=O)C 4-(6-(3-Methoxyphenyl)-5,7-dimethyl-1-oxo-1H-pyrrolo[3,4-d]pyridazin-2(6H)-yl)-N-methylbenzamide